(S)-1-(2-(Aziridin-1-yl)-1-(3-chlorophenyl)ethyl)-4-(5-morpholino-1H-pyrrolo[2,3-b]pyridin-3-yl)pyridin-2(1H)-one N1(CC1)C[C@H](C1=CC(=CC=C1)Cl)N1C(C=C(C=C1)C1=CNC2=NC=C(C=C21)N2CCOCC2)=O